C1(CCCCC1)[C@@H](C(=O)NC=1C=C2CCC(C2=CC1)(C(NC)=O)N1C(NC(C1)C)=O)NC(=O)C1=CC=NN1C N-((1S)-1-cyclohexyl-2-((1-(4-methyl-2-oxoimidazolidin-1-yl)-1-(methylcarbamoyl)-2,3-dihydro-1H-inden-5-yl)amino)-2-oxoethyl)-1-methyl-1H-pyrazole-5-carboxamide